ClC=1C=C(C=CC1)[C@H](NC(=O)[C@H]1NC(NC1)=O)C1=CC=C(C=C1)OC(F)(F)F |o1:7| (4S)-N-((R or S)-(3-chlorophenyl)(4-(trifluoromethoxy)-phenyl)methyl)-2-oxoimidazolidine-4-carboxamide